N=1C(C=C2C=CC=CC12)=O 2H-indol-2-one